CN1C(=NC2=C1C=CC=C2N2CCNCC2)C2=CC=CC=C2 N-methylpiperazinyl-phenyl-benzimidazole